COC=1C=C2C(C=COC2=CC1O[C@@H]1O[C@@H]([C@H]([C@@H]([C@H]1O)O)O)CO)=O 6-methoxy-7-{[(2S,3R,4S,5S,6R)-3,4,5-trihydroxy-6-(hydroxymethyl)oxan-2-yl]oxy}-4H-chromen-4-one